5-bromo-6-methyl-4-oxo-1-(2,2,2-trifluoroethyl)-1,4-dihydropyridine-3-carboxylic acid BrC=1C(C(=CN(C1C)CC(F)(F)F)C(=O)O)=O